tert-butyl (2-(5-oxo-5,6,7,8-tetrahydronaphthalen-1-yl)ethyl)carbamate O=C1C=2C=CC=C(C2CCC1)CCNC(OC(C)(C)C)=O